N-benzyl-6-bromo-1H-benzimidazol-2-amine C(C1=CC=CC=C1)NC1=NC2=C(N1)C=C(C=C2)Br